(S)-2-((4-(6-(((1H-indol-5-yl)methyl)amino)pyridin-2-yl)piperidin-1-yl)methyl)-1-(oxetan-2-ylmethyl)-1H-benzo[d]imidazole-6-carboxylic acid N1C=CC2=CC(=CC=C12)CNC1=CC=CC(=N1)C1CCN(CC1)CC1=NC2=C(N1C[C@H]1OCC1)C=C(C=C2)C(=O)O